5-methyl-4,5-dihydro-1,2,4-triazin-3(2H)-one CC1NC(NN=C1)=O